CC=CCOCC1OCC1CC 3-methylallyloxymethyl-3-ethyloxetane